FC1(CC(C1)NC1=NN2C(C=N1)=C(C=C2)C=2C=NC1=NC=CC=C1C2)F N-(3,3-difluorocyclobutyl)-5-(1,8-naphthyridin-3-yl)pyrrolo[2,1-f][1,2,4]triazin-2-amine